p-methoxybenzamide CC1=C(C=CC(=C1)Cl)OC(C)C(=O)O.CNC.CNC.CNC.COC1=C(C=CC(=C1C(=O)O)Cl)Cl.C1=CC(=C(C=C1Cl)Cl)OCC(=O)O